C(CCCCCCCCCCCCC)C1=C(C(=O)O)C=CC=N1 myristyl-nicotinic acid